OC[C@H]1N(CCC1)C(=O)C=1C(=NC=CC1)CCC#N (S)-3-(3-(2-(hydroxymethyl)pyrrolidine-1-carbonyl)pyridin-2-yl)propionitrile